[K].C(C)(C)C1=C(C=C(C=C1)C)O 2-isopropyl-5-methylphenol, potassium salt